benzyl 4-[2-[1-[4-[(2,6-dioxo-3-piperidyl)amino]-2-fluoro-phenyl]-3,6-dihydro-2H-pyridin-4-yl]ethynyl]-3,6-dihydro-2H-pyridine-1-carboxylate O=C1NC(CCC1NC1=CC(=C(C=C1)N1CCC(=CC1)C#CC=1CCN(CC1)C(=O)OCC1=CC=CC=C1)F)=O